1-hexadecyl-2-(9Z,12Z-heptadecadienoyl)-glycero-3-phosphocholine CCCCCCCCCCCCCCCCOC[C@H](COP(=O)([O-])OCC[N+](C)(C)C)OC(=O)CCCCCCC/C=C\C/C=C\CCCC